18-hydroxypregn-4-ene-3,20-dione OC[C@@]12CC[C@@H]3[C@]4(CCC(C=C4CC[C@H]3[C@@H]2CC[C@@H]1C(C)=O)=O)C